3-(pentafluoro-6-sulfanyl)benzoic acid C1=CC(=CC(=C1)S(F)(F)(F)(F)F)C(=O)O